FC1=C(C=CC=C1)C1=NN2C(OCC(C2)(C)C)=C1C(=O)N[C@@H]1C(NC2=C(C(=N1)C1=CC=CC=C1)C=CC=C2)=O 2-(2-Fluorophenyl)-6,6-dimethyl-N-[(3S)-2-oxo-5-phenyl-1,3-dihydro-1,4-benzodiazepin-3-yl]-5,7-dihydropyrazolo[5,1-b][1,3]oxazine-3-carboxamide